N-methylimidazole styrenesulfonate C(=CC1=CC=CC=C1)S(=O)(=O)O.CN1C=NC=C1